ethyl-p-dimethylaminobenzoate C(C)OC(C1=CC=C(C=C1)N(C)C)=O